C(C)(=O)N1\C(\C(C2=CC=CC=C12)=O)=C/C1=NC2=CC=C(C=C2C(=C1)C1=CC=C2CCN(CC2=C1)C(C)=O)CNC1CCOCC1 (Z)-1-acetyl-2-((4-(2-acetyl-1,2,3,4-tetrahydroisoquinolin-7-yl)-6-(((tetrahydro-2H-pyran-4-yl)amino)-methyl)quinolin-2-yl)methylene)-indolin-3-one